C(CCCCC)OC(CCCCCCC(CC)OC(C(C)(C)C)=O)OCCCCCC 10,10-dihexyloxy-3-pivaloyloxydecane